5-Norbornene C12CCC(C=C1)C2